C(CCCCCC(C)(C)C)(=O)OOC(C)(C)CCC tert-hexyl peroxyneodecanate